trans-α-methylstilbene C/C(=C\C1=CC=CC=C1)/C2=CC=CC=C2